C(CC)(=O)OC=C propanoic acid, ethenyl ester